COC(CCCCCCCCC)OC DECANAL DIMETHYL ACETAL